O-(7-amino-2-(2,2,2-trifluoroacetyl)-1,2,3,4-tetrahydroisoquinolin-6-yl)-N-(tert-butoxycarbonyl)-L-serine methyl ester COC([C@@H](NC(=O)OC(C)(C)C)COC=1C=C2CCN(CC2=CC1N)C(C(F)(F)F)=O)=O